Methyl 3-cyano-2,2-dimethylbutyrate methyl-2-methylpropionate COC(C(C)C)=O.C(#N)C(C(C(=O)OC)(C)C)C